N-(3-(3-fluoropyridin-2-yl)-1-((1s,3s)-3-(2,2,2-trifluoroethoxy)cyclobutyl)-1H-pyrazol-4-yl)-2-(1H-pyrazol-4-yl)thiazole-4-carboxamide formate C(=O)O.FC=1C(=NC=CC1)C1=NN(C=C1NC(=O)C=1N=C(SC1)C=1C=NNC1)C1CC(C1)OCC(F)(F)F